imidazo[3,4-a]pyrimidine N=1C=2N(C=CC1)C=NC2